ON=C(C1=CC(=CC=C1)C[C@@H](C=1SC2=C(N1)C=CC=C2)NS(=O)(=O)C2=CC=CC=C2)N N'-hydroxy-3-[(2S)-2-(benzenesulfonamido)-2-(1,3-benzothiazol-2-yl)ethyl]benzamidine